OC[C@H](C1=CC=CC=C1)NC1=NC(=NC=C1C=1OC(=NN1)C1=NC=CC=C1)NC1=CC=C2C(=N1)N(NC2=O)C(C)C (S)-6-((4-((2-hydroxy-1-phenylethyl)amino)-5-(5-(pyridin-2-yl)-1,3,4-oxadiazol-2-yl)pyrimidin-2-yl)amino)-1-isopropyl-1,2-dihydro-3H-pyrazolo[3,4-b]pyridin-3-one